(9,9-dimethyl-10-phenyl-9,10-dihydroacridin-2-yl)boronic acid CC1(C2=CC=CC=C2N(C=2C=CC(=CC12)B(O)O)C1=CC=CC=C1)C